(R)-1-(3,6-dibromo-9H-carbazol-9-yl)-3-(piperazin-1-yl)propan-2-ol dihydrochloride Cl.Cl.BrC=1C=CC=2N(C3=CC=C(C=C3C2C1)Br)C[C@@H](CN1CCNCC1)O